COC1=CC=C(COC2=C3C=CC(=NC3=CN=C2)N)C=C1 5-((4-methoxybenzyl)oxy)-1,7-naphthyridin-2-amine